NC1=C(C=CC=C1C#N)C#N 2-aminobenzene-1,3-dicarbonitrile